dipotassium furandicarboxylate O1C(=C(C=C1)C(=O)[O-])C(=O)[O-].[K+].[K+]